NCC=1N=C2N(N=C(C=C2N2C(N(C(C2)=O)C)=O)C2CC2)C1 1-(2-(aminomethyl)-6-cyclopropylimidazo[1,2-b]pyridazin-8-yl)-3-methylimidazolidine-2,4-dione